NC=1C=C(C=CC1Cl)NC(=O)[C@@H]1C([C@H]1C1=CC(=CC(=C1)Cl)Cl)(Cl)Cl |r| trans-rac-N-(3-amino-4-chlorophenyl)-2,2-dichloro-3-(3,5-dichlorophenyl)cyclopropane-1-carboxamide